Tert-butyl 4-(6-((4-(4-(1-((tert-butoxycarbonyl)amino)ethyl)-8-fluoro-2-methylquinolin-6-yl)-5-fluoropyrimidin-2-yl)amino)pyridin-3-yl)piperazine-1-carboxylate C(C)(C)(C)OC(=O)NC(C)C1=CC(=NC2=C(C=C(C=C12)C1=NC(=NC=C1F)NC1=CC=C(C=N1)N1CCN(CC1)C(=O)OC(C)(C)C)F)C